3α-hydroxy-5α,17α-pregnane-20-one O[C@H]1C[C@@H]2CC[C@H]3[C@@H]4CC[C@@H](C(C)=O)[C@]4(CC[C@@H]3[C@]2(CC1)C)C